(4-Nitro-1H-pyrazol-1-yl)piperidine-1-carboxylic acid benzyl ester C(C1=CC=CC=C1)OC(=O)N1C(CCCC1)N1N=CC(=C1)[N+](=O)[O-]